2-Amino-7-(2,2-difluoroethyl)-9-((2R,3S,4S,5R)-4-fluoro-3-hydroxy-5-(hydroxymethyl)tetrahydrofuran-2-yl)-7,9-dihydro-8H-purin-8-on NC1=NC=C2N(C(N(C2=N1)[C@@H]1O[C@@H]([C@H]([C@H]1O)F)CO)=O)CC(F)F